8-bromo-2-hydroxy-3,6-dimethyl-quinoline-4-carboxylic acid BrC=1C=C(C=C2C(=C(C(=NC12)O)C)C(=O)O)C